(R,R)-N-[2-(3-phenylpropyl)amino-1,2-diphenylethyl]-p-toluene-sulfonamide C1(=CC=CC=C1)CCCN[C@@H]([C@@H](C1=CC=CC=C1)NS(=O)(=O)C1=CC=C(C)C=C1)C1=CC=CC=C1